FC(C(=O)[C@H]1N(CCC1)C(=O)OC(C)(C)C)(F)F tert-butyl (S)-2-(2,2,2-trifluoroacetyl)pyrrolidine-1-carboxylate